1-oxo-[1,2,4]triazino[4,5-a]indol O=C1NN=CN2C1=CC=1C=CC=CC21